3-((6-bromo-7-chloro-2-oxoquinoxalin-1(2H)-yl)methyl)azetidine-1-carboxylic acid tert-butyl ester C(C)(C)(C)OC(=O)N1CC(C1)CN1C(C=NC2=CC(=C(C=C12)Cl)Br)=O